N-methyl-1-[(p-nitrophenyl)methyl]-3-azetidinecarboxamide CNC(=O)C1CN(C1)CC1=CC=C(C=C1)[N+](=O)[O-]